N-[2-[1-(2-cyanoethyl)-4-piperidyl]ethyl]-4-[[3-[4-(difluoromethoxy)phenyl]imidazo[1,2-a]pyrazin-8-yl]amino]-N,2-dimethyl-benzamide C(#N)CCN1CCC(CC1)CCN(C(C1=C(C=C(C=C1)NC=1C=2N(C=CN1)C(=CN2)C2=CC=C(C=C2)OC(F)F)C)=O)C